tert-butyl (3S)-3-{5-[(tert-butoxycarbonyl)(methyl)amino]-4-cyano-3-ethynylpyrazol-1-yl}pyrrolidine-1-carboxylate C(C)(C)(C)OC(=O)N(C1=C(C(=NN1[C@@H]1CN(CC1)C(=O)OC(C)(C)C)C#C)C#N)C